COC=1C=C(CN2CC3(C2)CNC3)C=CC1 2-(3-methoxybenzyl)-2,6-diazaspiro[3.3]heptane